ClCC(=O)N(C[C@H]1C(NCC1)=O)CC([C@@H](CC(C)C)NC(OCC1=CC=CC=C1)=O)O benzyl ((3R)-1-(2-chloro-N-(((S)-2-oxopyrrolidin-3-yl)methyl)acetamido)-2-hydroxy-5-methylhexan-3-yl)carbamate